FC1(CC(C1)C1=NN(C(=C1C)NC(OC1CC(C1)C(F)F)=O)C)F (1s,3s)-3-(difluoromethyl)cyclobutyl (3-(3,3-difluorocyclobutyl)-1,4-dimethyl-1H-pyrazol-5-yl)carbamate